CC1(CCl)CO1 2-methyl-epichlorohydrin